ethyl 1-(1-(tert-butoxycarbonyl) azetidin-3-yl)-2-oxopyrrolidine-3-carboxylate C(C)(C)(C)OC(=O)N1CC(C1)N1C(C(CC1)C(=O)OCC)=O